3-(1-tert-butyl-5-{[(3-methyl-1,2-oxazol-5-yl)acetyl]amino}-1H-pyrazol-3-yl)cyclopentyl (1-methylcyclopropyl)carbamate CC1(CC1)NC(OC1CC(CC1)C1=NN(C(=C1)NC(CC1=CC(=NO1)C)=O)C(C)(C)C)=O